6-(1,3-dimethyl-1H-pyrazol-4-yl)-3-((2-(2-fluoro-4-methoxyphenyl)-2,3-dihydrobenzo[b][1,4]dioxin-6-yl)methyl)-3H-imidazo[4,5-b]pyridine CN1N=C(C(=C1)C=1C=C2C(=NC1)N(C=N2)CC2=CC1=C(OC(CO1)C1=C(C=C(C=C1)OC)F)C=C2)C